ClC=1C(=C(C=CC1)C=1C(=C(C=CC1)N(C(=O)N)CC=1C=NC=CC1)S(N)(=O)=O)C (3-chloro-2-methyl-phenyl-(sulfamoyl)phenyl)-1-(pyridin-3-ylmethyl)urea